ClC=1C=C(C=C(C1)Cl)C1=CC(=CC(=C1)CN1CCC(CC1)N)CN1CCC(CC1)N 1,1'-((3',5'-dichloro-[1,1'-biphenyl]-3,5-diyl)bis(methylene))bis(piperidin-4-amine)